2-(trifluoromethyl)-1'-((4-(trifluoromethyl)phenyl)sulfonyl)-2',3'-dihydro-1'H-spiro[cyclopentane-1,4'-quinoline] FC(C1CCCC12CCN(C1=CC=CC=C21)S(=O)(=O)C2=CC=C(C=C2)C(F)(F)F)(F)F